2-(benzo[d]oxazol-2-yl)-N-hydroxy-1,1-dimethylisoindoline-4-carboxamide O1C(=NC2=C1C=CC=C2)N2C(C=1C=CC=C(C1C2)C(=O)NO)(C)C